N,N,N',N'-tetraamyl-diglycolamide C(CCCC)N(C(COCC(=O)N(CCCCC)CCCCC)=O)CCCCC